maleic acid monoamide C(\C=C/C(=O)O)(=O)N